tert-Butyl 4-(4-nitronaphthalen-1-yl)piperazine-1-carboxylate [N+](=O)([O-])C1=CC=C(C2=CC=CC=C12)N1CCN(CC1)C(=O)OC(C)(C)C